N-(1''-(3-(cyclopentylsulfinyl)benzoyl)dispiro[cyclopropane-1,1'-cyclohexane-4',3''-indolin]-5''-yl)methanesulfonamide C1(CCCC1)S(=O)C=1C=C(C(=O)N2CC3(C4=CC(=CC=C24)NS(=O)(=O)C)CCC2(CC3)CC2)C=CC1